C(OC(C)(C)C)(OC1=CC=C(C=C1)CCO)=O tertiary butyl (4-(2-hydroxyethyl) phenyl) carbonate